propoxygallium C(CC)O[Ga]